CC1=NC2=C(C=CC=C2C1(C)C)C 2,3,3,7-tetramethylindole